ClC=1C(=C(OC=2C=C(C(C#N)=CC2)C#N)C=CC1)C1=CC=CC=C1 4-(chlorophenylphenoxy)phthalonitrile